NC(C(=O)OC(CCCC)C)CCCC epsilon-hexyl aminocaproate